1-(4-((1R,3R,4S)-3-cyclohexyl-7-hydroxy-1-methylisochroman-4-yl)phenyl)piperidine-4-carbaldehyde C1(CCCCC1)[C@H]1O[C@@H](C2=CC(=CC=C2[C@@H]1C1=CC=C(C=C1)N1CCC(CC1)C=O)O)C